ClC1=CC(=C(C=C1)N1CCN(CC1)C1=NC(=NN1C)N)F 5-(4-(4-chloro-2-fluorophenyl)piperazin-1-yl)-1-methyl-1H-1,2,4-triazol-3-amine